CC1=C2C3=C(NC2=CC=C1)N=CN=C3N 5-methyl-9H-pyrimido[4,5-b]indol-4-amine